Ethyl 2-((2-(2-methylpyrimidin-5-yl)propyl)amino)-2-phenylacetate CC1=NC=C(C=N1)C(CNC(C(=O)OCC)C1=CC=CC=C1)C